[Cu].NC1=CC=C(C=C1)C=1C2=CC=C(N2)C(=C2C=CC(C(=C3C=CC(=C(C=4C=CC1N4)C4=CC=C(C=C4)N)N3)C3=CC=C(C=C3)N)=N2)C2=CC=C(C=C2)N 5,10,15,20-tetra(4-aminophenyl)porphyrin copper